C1(CCC1)C=1C(=NN(C1NC(=O)C12CC(C1)(C2)C(F)(F)F)C)C2CC(C2)(F)F N-(4-cyclobutyl-3-(3,3-difluorocyclobutyl)-1-methyl-1H-pyrazol-5-yl)-3-(trifluoromethyl)bicyclo[1.1.1]pentane-1-carboxamide